allyl formate chloride [Cl-].C(=O)OCC=C